ClC1=CC=C2C(=CNC2=C1)S(=O)(=O)NC1=NC=C(C(=N1)OC)CCC#N 6-chloro-N-[5-(2-cyanoethyl)-4-methoxy-pyrimidin-2-yl]-1H-indole-3-sulfonamide